CC1=NC2=CC=C(C=C2C(N1C1=CC=C(C=C1)OCCCN1C[C@H](CCC1)C)=O)S(F)(F)(F)(F)F (S)-2-methyl-3-(4-(3-(3-methylpiperidin-1-yl)propoxy)phenyl)-6-(pentafluorosulfanyl)quinazolin-4(3H)-one